4-[1-(benzenesulfonyl)-3-(4,4,5,5-tetramethyl-1,3,2-dioxaborolan-2-yl)pyrrolo[2,3-b]pyridin-6-yl]-3,5-dimethyl-isoxazole C1(=CC=CC=C1)S(=O)(=O)N1C=C(C=2C1=NC(=CC2)C=2C(=NOC2C)C)B2OC(C(O2)(C)C)(C)C